NC1=C2N=C(N(C2=NC=N1)CCCNS(=O)(=O)CC)SC1=CC2=C(CCO2)C=C1I Ethanesulfonic acid {3-[6-amino-8-(5-iodo-2,3-dihydro-benzofuran-6-ylsulfanyl)-purin-9-yl]-propyl}-amide